hexaazacycloheptacosane-7-carboxylic acid trifluoroacetate FC(C(=O)O)(F)F.N1NNNNNC(CCCCCCCCCCCCCCCCCCCC1)C(=O)O